3-(diphenylamino)-3',5'-bis(3-(diphenylamino)-9H-carbazol-9-yl)-6'-phenyl-[1,1':2',1''-terphenyl]-4'-carbonitrile C1(=CC=CC=C1)N(C=1C=C(C=CC1)C=1C(=C(C(=C(C1C1=CC=CC=C1)N1C2=CC=CC=C2C=2C=C(C=CC12)N(C1=CC=CC=C1)C1=CC=CC=C1)C#N)N1C2=CC=CC=C2C=2C=C(C=CC12)N(C1=CC=CC=C1)C1=CC=CC=C1)C1=CC=CC=C1)C1=CC=CC=C1